ClC=1C(=NC=C(C1)Cl)[C@@H]1OC2=C(C=CC=C2C=C1)N1CCN(CC1)CC1=NC2=C(N1C[C@H]1OCC1)C=C(C=C2)C(=O)O ((4-((R)-2-(3,5-dichloropyridin-2-yl)-2H-chromen-8-yl)piperazin-1-yl)methyl)-1-(((S)-oxetan-2-yl)methyl)-1H-benzo[d]imidazole-6-carboxylic acid